OC1=CC(=C(C=O)C=C1C)C 4-HYDROXY-2,5-DIMETHYLBENZALDEHYDE